C(C(C)C)C1=CC=C(C=C1)C1=CC=C(C=C1)ON1N=NC(=C1)C(=O)O ((4'-isobutyl-[1,1'-biphenyl]-4-yl)oxy)-1H-1,2,3-triazole-4-carboxylic acid